tert-butyl 2-(5-bromo-2-fluorophenyl)-2-[3-methoxy-2-oxo-4-(trifluoromethyl)pyridin-1-yl]acetate BrC=1C=CC(=C(C1)C(C(=O)OC(C)(C)C)N1C(C(=C(C=C1)C(F)(F)F)OC)=O)F